ClC1=CC(=C(C=C1)S(=O)(=O)N[C@H](C(=O)O)[C@H](C)C1=C(C(=CC=C1F)C)C)NC1CCOCC1 (2S,3R)-2-((4-chloro-2-((tetrahydro-2H-pyran-4-yl)amino)phenyl)sulfonamido)-3-(6-fluoro-2,3-dimethylphenyl)butanoic acid